N-(5-((6-((R)-3-(4-chloro-3-fluorophenyl)-isoxazolidine-2-yl)pyrimidine-4-yl)amino)-4-methoxy-2-(4-(4-(oxetane-3-yl)piperazine-1-yl)piperidine-1-yl)phenyl)acrylamide ClC1=C(C=C(C=C1)[C@@H]1N(OCC1)C1=CC(=NC=N1)NC=1C(=CC(=C(C1)NC(C=C)=O)N1CCC(CC1)N1CCN(CC1)C1COC1)OC)F